ClC=1C=2C(N=C3N(C2C=CC1)C1=CC=C(C=C1C3(C)C)C3CCN(CC3)C(=O)C3CCC(CC3)NC=3C=C1CN(CC1=CC3)C3C(NC(CC3)=O)=O)=O 5-((4-(4-(4-chloro-7,7-dimethyl-5-oxo-5,7-dihydroindolo[1,2-a]quinazolin-9-yl)piperidine-1-carbonyl)cyclohexyl)amino)-2-(2,6-dioxopiperidin-3-yl)isoindoline